N-(5-CYANO-6-(N-METHYLACETAMIDO)PYRIDIN-3-YL)-4-CYCLOPROPYL-3-PHENYLISOTHIAZOLE-5-CARBOXAMIDE C(#N)C=1C=C(C=NC1N(C(C)=O)C)NC(=O)C1=C(C(=NS1)C1=CC=CC=C1)C1CC1